NC=1C(N(C=CC1)C=1C=NC=C(C1)C(F)(F)F)=O amino-5'-(trifluoromethyl)-2H-[1,3'-bipyridin]-2-one